C(C)(C)C1=CC=CC(=C1)C(C)C 1,5-diisopropylbenzene